N1C=NC2=C1C=CC(=C2)N2C(OC[C@@H]2C2=C(C=C(C=C2)OCC(C)(F)F)F)=O (S)-3-(1H-benzo[d]imidazol-5-yl)-4-(4-(2,2-difluoropropoxy)-2-fluorophenyl)oxazolidin-2-one